C(OC1=CC=C(C=C1)[N+](=O)[O-])(OC(CCCCCCCCCC)CCCCCCC\C=C/C\C=C/CCCCC)=O 4-nitrophenyl ((19z,22z)-octacosa-19,22-dien-11-yl) carbonate